C1(=CC=CC=C1)[C@@H]1NC(OC12CC2)=O (S)-7-phenyl-4-oxa-6-azaspiro[2.4]heptane-5-one